N[C@H]1[C@@H](CCC1)C1=CC(=CC(=N1)N1CC=2C(=NC=CC2C1=O)C1=C(C=CC=C1OC)F)C 2-(6-((1r,2r)-2-aminocyclopentyl)-4-methylpyridin-2-yl)-4-(2-fluoro-6-methoxyphenyl)-2,3-dihydro-1H-pyrrolo[3,4-c]pyridin-1-one